(E)-3-(furan-3-yl)acryloyl chloride O1C=C(C=C1)/C=C/C(=O)Cl